7-Cyclopentyl-2-[5-(4-ethyl-piperazin-1-yl)-pyridin-2-ylamino]-7H-pyrrolo[2,3-d]pyrimidine-6-carboxylic acid dimethylamide CN(C(=O)C1=CC2=C(N=C(N=C2)NC2=NC=C(C=C2)N2CCN(CC2)CC)N1C1CCCC1)C